(S)-3-(4-methoxyphenyl)-2-(3-(2-morpholinoacetamido)oxetane-3-carboxamido)propanoic acid COC1=CC=C(C=C1)C[C@@H](C(=O)O)NC(=O)C1(COC1)NC(CN1CCOCC1)=O